C1(CCCC1)C=1C=C(C(=O)N2CCN(CC2)C(=O)C2=CC(=CC(=C2)N2CCNCC2)F)C=CC1O[C@@H]1CNCC1 (S)-(4-(3-cyclopentyl-4-(pyrrolidin-3-yloxy)benzoyl)piperazin-1-yl)(3-fluoro-5-(piperazin-1-yl)phenyl)methanone